4-(non-6-en-1-yloxy)phenol C(CCCCC=CCC)OC1=CC=C(C=C1)O